acetic acid 2-methylpent-4-en-2-yl ester CC(C)(CC=C)OC(C)=O